5-Amino-1-cyclopentyl-3-[3-fluoro-4-[[(5-fluoro-2-methoxy-benzoyl)amino]methyl]phenyl]pyrazole-4-carboxamide NC1=C(C(=NN1C1CCCC1)C1=CC(=C(C=C1)CNC(C1=C(C=CC(=C1)F)OC)=O)F)C(=O)N